C1(=CC=CC=C1)C1(C2=CC(=CC=C2C=2C=CC(=CC12)C1=NC(=NC(=N1)C1=CC=NC=C1)C1=CC=NC=C1)C1=NC(=NC(=N1)C1=CC=NC=C1)C1=CC=NC=C1)C1=CC=CC=C1 2,2'-(9,9-diphenyl-9H-fluorene-2,7-diyl)bis[4,6-bis{4-pyridyl}-1,3,5-triazine]